C(C)C1=NC(=NO1)C=1C=C2CC[C@H](C2=CC1)NC(CC)=O (R)-N-(5-(5-ethyl-1,2,4-oxadiazol-3-yl)-2,3-dihydro-1H-inden-1-yl)propionamide